BrC=1C(=C(C#N)C(=C(C1F)F)F)F 3-bromo-2,4,5,6-tetrafluorobenzonitrile